2,3-dimethyl-5-hydroxy-6-methoxybenzoquinone CC=1C(C(=C(C(C1C)=O)O)OC)=O